5-(1-(2-chloro-3-fluorophenyl)ethoxy)-N-((R,E)-4-(methylsulfonyl)but-3-en-2-yl)-4-(1-(trifluoromethyl)cyclopropyl)pyrimidine-2-carboxamide ClC1=C(C=CC=C1F)C(C)OC=1C(=NC(=NC1)C(=O)N[C@H](C)\C=C\S(=O)(=O)C)C1(CC1)C(F)(F)F